BrC=1C=CC(=NC1)CNC 1-(5-bromopyridin-2-yl)-N-methylmethanamine